N(=NC1=CC=CC=C1)C1=CC=CC=C1 AZOBENZENE